2-Amino-1-(3-((4-methoxybenzyl)oxy)-2,6-dimethylphenyl)-6-methyl-5-(2,2,2-trifluoroethoxy)-1H-pyrrolo[2,3-b]pyridine-3-carbonitrile NC1=C(C=2C(=NC(=C(C2)OCC(F)(F)F)C)N1C1=C(C(=CC=C1C)OCC1=CC=C(C=C1)OC)C)C#N